C(C(=O)O)(=O)[O-].C(C(=O)O)(=O)O.P(=O)(O)(C#N)C#N.[Na+] sodium dicyanophosphate bisoxalate